[Si](C)(C)(C(C)(C)C)OCC1N(CC(C1)N1CCCC2=CC(=CC(=C12)C1=C2C(=NC=C1)C=C(S2)CO)Cl)C(=O)[O-] 2-(((tert-butyldimethylsilyl)oxy)methyl)-4-(6-chloro-8-(2-(hydroxymethyl)thieno[3,2-b]pyridin-7-yl)-3,4-dihydroquinolin-1(2H)-yl)pyrrolidine-1-carboxylate